(2R,4R)-4-[(tert-butyldiphenylsilyl)oxy]-2-(methoxymethyl)pyrrolidine-1-carboxylic acid tert-butyl ester C(C)(C)(C)OC(=O)N1[C@H](C[C@H](C1)O[Si](C1=CC=CC=C1)(C1=CC=CC=C1)C(C)(C)C)COC